C1(CC1)C1=NOC(=C1)C1=CC=C(C=O)C=C1 4-(3-cyclopropyl-1,2-oxazol-5-yl)benzaldehyde